IC=1C(NC(NC1)=O)=O 5-Iodouracil